(R)-3-(3-aminoazetidin-1-yl)-2-(4-chlorophenyl)-1-(4-((5R,7R)-7-hydroxy-5-methyl-6,7-dihydro-5H-cyclopenta[d]pyrimidin-4-yl)piperazin-1-yl)propan-1-one NC1CN(C1)C[C@H](C(=O)N1CCN(CC1)C=1C2=C(N=CN1)[C@@H](C[C@H]2C)O)C2=CC=C(C=C2)Cl